C1=CC=CC=2C3=CC=CC=C3C(C12)=NC(C#N)CCCC=1SC=CC1 ((9H-fluoren-9-ylidene)amino)-5-(thiophen-2-yl)valeronitrile